COC=1C=2N(C=C(C1)C1=C(C(=NN1)C1=NC=C(C=C1)N1CC3(C1)CN(C3)CC3CCOCC3)CC(F)(F)F)N=CN2 8-methoxy-6-(3-(5-(6-((tetrahydro-2H-pyran-4-yl)methyl)-2,6-diazaspiro[3.3]hept-2-yl)pyridin-2-yl)-4-(2,2,2-trifluoroethyl)-1H-pyrazol-5-yl)-[1,2,4]triazolo[1,5-a]pyridine